5-bromo-2-(3-(4-(5-cyclobutoxypyridin-3-yl)-1H-1,2,3-triazol-1-yl)oxetan-3-yl)pyridine BrC=1C=CC(=NC1)C1(COC1)N1N=NC(=C1)C=1C=NC=C(C1)OC1CCC1